4-fluoro-5-(4-methylpiperazin-1-yl)-2-nitrophenol FC1=CC(=C(C=C1N1CCN(CC1)C)O)[N+](=O)[O-]